10-(4-((2-((6-chloro-1,2,4,5-tetrazin-3-yl)thio)ethyl)carbamoyl)phenyl)-2,8-diethyl-5,5-difluoro-1,3,7,9-tetramethyl-5H-dipyrrolo[1,2-c:2',1'-f][1,3,2]diazaborinin-4-ium-5-uide ClC1=NN=C(N=N1)SCCNC(=O)C1=CC=C(C=C1)C=1C=2N([B-]([N+]=3C1C(=C(C3C)CC)C)(F)F)C(=C(C2C)CC)C